Tert-butyl (2-(6-(naphthalen-2-yl)imidazo[2,1-b]thiazole-5-carboxamido)ethyl)carbamate C1=C(C=CC2=CC=CC=C12)C=1N=C2SC=CN2C1C(=O)NCCNC(OC(C)(C)C)=O